FC(OC1=NC=CC(=C1)C1=C(C=2CCC2C=C1)NC(=O)N=[S@](=O)(N)C=1C=NN2C1OCCC2)F (R)-N'-((3-(2-(difluoromethoxy)pyridin-4-yl)bicyclo[4.2.0]octa-1(6),2,4-trien-2-yl)carbamoyl)-6,7-dihydro-5H-pyrazolo[5,1-b][1,3]oxazine-3-sulfonimidamide